(4-(4-chloro-3-methylphenoxy)phenyl)-6-methoxy-7-((1-methylpiperidin-4-yl)methoxy)quinazolin-4-amine ClC1=C(C=C(OC2=CC=C(C=C2)C2=NC3=CC(=C(C=C3C(=N2)N)OC)OCC2CCN(CC2)C)C=C1)C